(R)-3'-oxo-7',7a'-dihydro-3'H-spiro[piperidine-4,2'-pyrrolo[2,1-b]oxazole]-1-carboxylic acid benzyl ester C(C1=CC=CC=C1)OC(=O)N1CCC2(C(N3[C@H](O2)CC=C3)=O)CC1